2-bromo-N-(5-((2-(cyclopentyl(methyl)amino)ethyl)carbamoyl)-3-methylthiophen-2-yl)pyrazolo[5,1-b]thiazole-7-carboxamide BrC1=CN2C(S1)=C(C=N2)C(=O)NC=2SC(=CC2C)C(NCCN(C)C2CCCC2)=O